C[Si](C#CC1=NC(=C2N=CN(C2=N1)C)N1CC2(COC2)C1)(C)C Trimethyl-[2-[9-methyl-6-(2-oxa-6-azaspiro[3.3]heptan-6-yl)purin-2-yl]ethynyl]silane